OC1=C(C(=O)C2=CC=CC=C2)C=CC(=C1)OCC1=CC=CC=C1 2-hydroxy-4-Benzyloxybenzophenone